FC=1C=C(C=NC1)NC=1C=NC=2CCN(CC2C1)C=1C(=CC=2N(N1)C(C=CN2)=O)C 7-(3-((5-fluoropyridin-3-yl)amino)-7,8-dihydro-1,6-naphthyridin-6(5H)-yl)-8-methyl-4H-pyrimido[1,2-b]pyridazin-4-one